Diallylpropylamine hydrochloride Cl.C(C=C)C(CCN)CC=C